[5-(3-cyclopropoxyphenyl)-1-[(2-nitrophenyl)-methyl]-1H-pyrazol-3-yl]methanol C1(CC1)OC=1C=C(C=CC1)C1=CC(=NN1CC1=C(C=CC=C1)[N+](=O)[O-])CO